2-fluoro-6-(1-phenylpyrrolidin-3-yl)benzoic acid FC1=C(C(=O)O)C(=CC=C1)C1CN(CC1)C1=CC=CC=C1